NC=1C=NC=C(C#N)C1 5-aminonicotinonitrile